1-(1-Hydroxyethyl)-4-Isobutylcyclohexene OC(C)C1=CCC(CC1)CC(C)C